(4-bromo-3-chlorophenyl)triphenylsilane BrC1=C(C=C(C=C1)[Si](C1=CC=CC=C1)(C1=CC=CC=C1)C1=CC=CC=C1)Cl